2-(4-fluoro-2-isopropyl-6-(2-oxo-1,2-dihydropyridin-4-yl)-phenyl)acetic acid methyl ester COC(CC1=C(C=C(C=C1C1=CC(NC=C1)=O)F)C(C)C)=O